C(=O)O.NC1=NN=C(C2=CC(=CC=C12)C=1C=C(C(=NC1)C(F)(F)F)B(O)O)C [5-(1-AMINO-4-METHYLPHTHALAZIN-6-YL)-2-(TRIFLUOROMETHYL)PYRIDIN-3-YL]BORONIC ACID FORMIC ACID SALT